5-methoxy-3-((6'-methyl-1-(oxetan-3-yl)-6',7'-dihydrospiro[piperidine-4,5'-pyrrolo[3,4-b]pyridin]-2'-yl)amino)-6-(1-methyl-1H-benzo[d]imidazol-4-yl)picolinamide COC=1C=C(C(=NC1C1=CC=CC=2N(C=NC21)C)C(=O)N)NC2=CC=C1C(=N2)CN(C12CCN(CC2)C2COC2)C